[3-(perfluorobutyl)phenyl]methanol FC(C(C(C(F)(F)F)(F)F)(F)F)(C=1C=C(C=CC1)CO)F